O=C1N(CC2=CC=C(C=C12)O[C@H]1CN(CC1)CC=1C=NC2=CC=CC=C2C1)C1C(NC(CC1)=O)=O 3-(1-Oxo-6-(((R)-1-(quinolin-3-ylmethyl)pyrrolidin-3-yl)oxy)isoindolin-2-yl)piperidine-2,6-dione